6-Chloro-2-{4-[4-(2-ethoxyethyl)-1,4-diazepan-1-yl]phenyl}-N-[1-(4-methoxybenzyl)piperidin-4-yl]-3H-imidazo[4,5-b]pyridin-7-amine ClC=1C(=C2C(=NC1)NC(=N2)C2=CC=C(C=C2)N2CCN(CCC2)CCOCC)NC2CCN(CC2)CC2=CC=C(C=C2)OC